N2-(4-(3,5-dimethyl-4-(2,2,2-trifluoroethyl)piperazin-1-yl)-3-fluorophenyl)spiro-[3.3]heptane-2,6-diamine CC1CN(CC(N1CC(F)(F)F)C)C1=C(C=C(C=C1)NC1CC2(C1)CC(C2)N)F